FC1=C(C=C2C=CN(C(C2=C1)=O)CCC[C@H]1N(CC1)C=1C=NNC(C1C(F)(F)F)=O)C1=NC=C(C=N1)C(F)(F)F 7-fluoro-2-[3-[(2R)-1-[6-oxo-5-(trifluoromethyl)-1H-pyridazin-4-yl]azetidin-2-yl]propyl]-6-[5-(trifluoromethyl)pyrimidin-2-yl]isoquinolin-1-one